BrCCOCC(C(=O)OC)(C)C1=CC(=CC=C1)I methyl 3-(2-bromoethoxy)-2-(3-iodophenyl)-2-methylpropanoate